S(=O)(=O)(O)O[C@H](CS)[C@H](O)CS dithiothreitol sulfate